methyl 4-(1-cyanocyclopropyl)-2-ethylsulfanyl-benzoate C(#N)C1(CC1)C1=CC(=C(C(=O)OC)C=C1)SCC